4-amino-N-((2R)-1-methoxy-2-propanyl)-N-((6-(trifluoromethyl)-3-pyridazinyl)methyl)-1,3-dihydrofuro[3,4-c][1,7]naphthyridine-8-carboxamide NC1=NC=2C=NC(=CC2C2=C1COC2)C(=O)N(CC=2N=NC(=CC2)C(F)(F)F)[C@@H](COC)C